methyl 2-(4,4-difluoropiperidin-1-yl)-4-(4-(ethylsulfonamido)-2-(6-azaspiro[2.5]octan-6-yl)benzamido)benzoate FC1(CCN(CC1)C1=C(C(=O)OC)C=CC(=C1)NC(C1=C(C=C(C=C1)NS(=O)(=O)CC)N1CCC2(CC2)CC1)=O)F